C[C@H]1NC(C2=C(C=3C=4C=CC(=NC4C=CC3S2)N2CCC3(CNC3)CC2)NC1)=O (R)-10-methyl-3-(2,7-diazaspiro[3.5]nonan-7-yl)-9,10,11,12-tetrahydro-8H-[1,4]diazepino[5',6':4,5]thieno[3,2-f]quinolin-8-one